O1CCC(CC1)CN1C(OC2=C1C=CC=C2)=O 3-(tetrahydro-2H-pyran-4-ylmethyl)-1,3-benzoxazol-2(3H)-one